ClC1=C(C=CC=C1)CCCNC(OC)=O methyl [3-(2-chlorophenyl)propyl]carbamate